N1CC(C1)OC1=C(SC(=C1)C1CC1)C(=O)N 3-(azetidin-3-yloxy)-5-cyclopropylthiophene-2-carboxamide